4-(2-(5-fluoropyridin-2-yl)-6-methyl-6-(oxetan-3-ylmethyl)-4,5,6,7-tetrahydropyrazolo[1,5-a]pyridin-3-yl)-1H-pyrazolo[3,4-b]pyridine FC=1C=CC(=NC1)C1=NN2C(CCC(C2)(CC2COC2)C)=C1C1=C2C(=NC=C1)NN=C2